NC1=C(C=C(C=C1)B1OC(C(O1)(C)C)(C)C)C=1C=C2C(=NN=C(C2=CC1)NCC1=C(C=C(C=C1)OC)OC)C 6-[2-AMINO-5-(4,4,5,5-TETRAMETHYL-1,3,2-DIOXABOROLAN-2-YL)PHENYL]-N-[(2,4-DIMETHOXYPHENYL)METHYL]-4-METHYLPHTHALAZIN-1-AMINE